C(C1=CC=CC=C1)C1CCN(CC1)C(C(=O)NC1=CC=CC=C1)C 2-(4-benzyl-piperidine-1-yl)-N-phenylpropionamide